ClC1=NN(C(=C1)C(=O)OCC)COCC[Si](C)(C)C ethyl 3-chloro-1-((2-(trimethylsilyl)ethoxy)methyl)-1H-pyrazole-5-carboxylate